2-cyanothiazole-5-carboxamide C(#N)C=1SC(=CN1)C(=O)N